(R)-6-(3-amino-6-(4-(2,4-dimethylpiperazin-1-yl)phenyl)-5-fluoropyrazin-2-yl)-3,4-dihydroisoquinolin-1(2H)-one NC=1C(=NC(=C(N1)F)C1=CC=C(C=C1)N1[C@@H](CN(CC1)C)C)C=1C=C2CCNC(C2=CC1)=O